1-(1-(4-bromophenyl)-5-methoxy-1H-indol-3-yl)ethan-1-one BrC1=CC=C(C=C1)N1C=C(C2=CC(=CC=C12)OC)C(C)=O